BrC1=CC(=C2C=CNC2=C1)OC 6-bromo-4-methoxy-1H-indole